8-(1-cyclopropyl-6-fluoro-1H-indol-4-yl)-7,9-difluoro-1,4,4-trimethyl-5H-[1,2,4]triazolo[4,3-a]quinoxaline C1(CC1)N1C=CC2=C(C=C(C=C12)F)C1=C(C=C2NC(C=3N(C2=C1F)C(=NN3)C)(C)C)F